O-(m-tolyl)hydroxylamine ethyl-3-(3,4-difluoro-2-methoxyphenyl)-5-(1-methyl-1H-pyrazol-4-yl)-5-(trifluoromethyl)-2,5-dihydrothiophene-2-carboxylate C(C)OC(=O)C1SC(C=C1C1=C(C(=C(C=C1)F)F)OC)(C(F)(F)F)C=1C=NN(C1)C.C1(=CC(=CC=C1)ON)C